(R)-5-fluoro-2-formyl-N-(1-(((5-methoxy-1-methyl-4-(7-methyl-2-oxoindolin-5-yl)-1H-pyrazol-3-yl)methyl)(methyl)amino)propan-2-yl)-N-methyl-1H-pyrrole-3-carboxamide FC1=CC(=C(N1)C=O)C(=O)N(C)[C@@H](CN(C)CC1=NN(C(=C1C=1C=C2CC(NC2=C(C1)C)=O)OC)C)C